N-(2,4-dichloro-5-((2,2,2-trifluoroethyl)sulfinyl)phenyl)-3-(((dimethylamino)methylene)amino)-1-(pyridin-3-yl)-1H-pyrazole-4-carboxamide ClC1=C(C=C(C(=C1)Cl)S(=O)CC(F)(F)F)NC(=O)C=1C(=NN(C1)C=1C=NC=CC1)N=CN(C)C